4-[2-(4-fluorophenyl)-4-oxo-1,3-thiazolidin-3-yl]-3-methyl-N-(propylsulfonyl)-benzamide FC1=CC=C(C=C1)C1SCC(N1C1=C(C=C(C(=O)NS(=O)(=O)CCC)C=C1)C)=O